N-(3-bromophenyl)thieno[3,2-d]pyrimidin-4-amine BrC=1C=C(C=CC1)NC=1C2=C(N=CN1)C=CS2